CS(=O)(=O)NCCC(=O)NC=1C=CC=2N(C1)N=CC2C(=O)O 6-(3-(methylsulfonamido)propanamido)pyrazolo[1,5-a]pyridine-3-carboxylic acid